1-Ethyl-4,5,6,7-tetrahydro-1H-indazol-5-ylamine C(C)N1N=CC=2CC(CCC12)N